5-guanidinobutyl-3-methyl-2-oxopentanoic acid (5-Guanidino-3-methyl-2-oxopentanoate) N(C(=N)N)CCC(C(C(=O)O)=O)C.N(C(=N)N)CCCCCCC(C(C(=O)O)=O)C